(Z)-3-fluoro-4-(2-methoxyphenylsulfonyl)but-2-en-1-amine F\C(=C/CN)\CS(=O)(=O)C1=C(C=CC=C1)OC